(2R,3R)-3-((tert-butyldiphenylsilyl)oxy)-4,4,4-trifluoro-3-methylbutan-2-amine [Si](C1=CC=CC=C1)(C1=CC=CC=C1)(C(C)(C)C)O[C@]([C@@H](C)N)(C(F)(F)F)C